C(C1=CC=CC=C1)N1C[C@@H](CCC1)NC1=NN=C(C=2N1N=CC2)Cl (R)-N-(1-benzylpiperidin-3-yl)-4-chloropyrazolo[1,5-d][1,2,4]triazin-7-amine